4-[5-(4-Benzylpiperazine-1-carbonyl)-1H-1,2,3-benzotriazol-1-yl]-6-(furan-2-yl)pyrimidine C(C1=CC=CC=C1)N1CCN(CC1)C(=O)C1=CC2=C(N(N=N2)C2=NC=NC(=C2)C=2OC=CC2)C=C1